triaminoguanidine C(=NN)(NN)NN